ClC1=CC2=C(C=N1)C=C(N2C)C2=NC(=NC=C2)NCC(F)(F)F (6-chloro-1-methyl-1H-pyrrolo[3,2-c]pyridin-2-yl)-N-(2,2,2-trifluoroethyl)pyrimidin-2-amine